methyl 5-cyclobutyl-2-ethoxy-4-(4,4,5,5-tetramethyl-1,3,2-dioxaborolan-2-yl)benzoate C1(CCC1)C=1C(=CC(=C(C(=O)OC)C1)OCC)B1OC(C(O1)(C)C)(C)C